COC=1C=C(C[C@@H]2[C@@H]([C@H](OC2)C2=CC=C(C=C2)F)COC(=O)C2CCC2)C=CC1OC cyclobutanecarboxylic acid ((2S,3R,4R)-4-(3,4-dimethoxybenzyl)-2-(4-fluorophenyl)-tetrahydrofuran-3-yl)methyl ester